C(C)OC=1C=C(C(=O)NC2=NC=CC(=C2)C(F)(F)F)C=CC1 3-ethoxy-N-[4-(trifluoromethyl)pyridin-2-yl]benzamid